3-(3'-(Chlorocarbonyl)-[1,1'-Biphenyl]-4-yl)-2,2-dimethylpropionic acid tert-butyl ester C(C)(C)(C)OC(C(CC1=CC=C(C=C1)C1=CC(=CC=C1)C(=O)Cl)(C)C)=O